ClC1=CC(=NC=2N=CN(C(C21)=O)CC2=CC=C(C=C2)OC)Cl 5,7-dichloro-3-(4-methoxybenzyl)pyrido[2,3-d]pyrimidin-4(3H)-one